C(#N)C1CCN(CC1)CC(=O)NC(C([2H])([2H])[2H])(C([2H])([2H])[2H])C([2H])([2H])[2H] 2-(4-cyano-1-piperidyl)-N-[2,2,2-trideuterio-1,1-bis(trideuteriomethyl)ethyl]acetamide